(5S)-1'-[7-(2,6-difluorophenyl)-6-methyl-pyrazolo[1,5-a]pyrazin-4-yl]spiro[5,7-dihydrocyclopenta[b]pyridine-6,4'-piperidine]-5-amine FC1=C(C(=CC=C1)F)C1=C(N=C(C=2N1N=CC2)N2CCC1(CC2)[C@@H](C=2C(=NC=CC2)C1)N)C